O=C1C=COC2=C(C=C(C=C12)C(=O)N)C=C 4-oxo-8-vinyl-chromene-6-carboxamide